tert-Butyl 2-benzyl-4-(3-hydroxypropyl)-2-methyl-pyrrolidine-1-carboxylate C(C1=CC=CC=C1)C1(N(CC(C1)CCCO)C(=O)OC(C)(C)C)C